1-fluoro-4-iodo-2-methyl-3-((1r,4r)-4-(prop-1-en-2-yloxy)cyclohexyl)benzene FC1=C(C(=C(C=C1)I)C1CCC(CC1)OC(=C)C)C